CC(CC)[Na] methyl-propyl-sodium